C12C(C3CC(CC(C1)C3)C2)NCCNC(=O)C2=NN(C(=C2C)C2=CC=C(C=C2)CC)C2=C(C=C(C=C2)Cl)Cl N-(2-((1r,3r,5r,7r)-adamantan-2-ylamino)ethyl)-1-(2,4-dichlorophenyl)-5-(4-ethyl-phenyl)-4-methyl-1H-pyrazole-3-carboxamide